ClC=1N=C(SC1N)C=1C=NN(C1)C1COC1 4-chloro-2-(1-(oxetan-3-yl)-1H-pyrazol-4-yl)thiazol-5-amine